CS(=O)(=O)OC1CCN(CC1)CC1=CC=CC=C1 1-benzylpiperidin-4-yl methanesulfonate